(12z,15z)-10-hydroxyoctadeca-12,15-dienoyl-carnitine OC(CCCCCCCCC(=O)C(O)(C[N+](C)(C)C)CC([O-])=O)C\C=C/C\C=C/CC